ClC=1C(=CC(=C(C1)C1=C(C(=NO1)C(=O)NCC)C1=CC=C(C=C1)OC)O)O 5-(5-chloro-2,4-dihydroxyphenyl)-N-ethyl-4-(4-methoxyphenyl)isoxazole-3-carboxamide